C(CCC)C1OC(=O)C2=CC=CC=C12 (+)-3-n-butylphthalide